[2H]C1=C(C(=O)O)C=CC=C1 deuterio-benzoic acid